2-(trans-4-((5-(imidazo[1,2-a]pyrimidin-6-yl)-4-methoxypyrrolo[2,1-f][1,2,4]triazin-2-yl-7-d)amino)cyclohexyl)propan-2-ol N=1C=CN2C1N=CC(=C2)C=2C=C(N1N=C(N=C(C12)OC)N[C@@H]1CC[C@H](CC1)C(C)(C)O)[2H]